4-(4-(((1H-BENZO[D]IMIDAZOL-5-YL)METHYL)AMINO)-3,4-DIOXO-1-PHENYLBUTAN-2-YL)-3-METHYL-5-PHENYLISOXAZOLE-4-CARBOXAMIDE N1C=NC2=C1C=CC(=C2)CNC(C(C(CC2=CC=CC=C2)C2(C(=NOC2C2=CC=CC=C2)C)C(=O)N)=O)=O